C1(CC1)N1C(=NC(=C1)C(F)(F)F)C1=CC=C(C=C1)CN1C2=NC(=NC=C2NC1=O)C=1C(=NC=NC1OC)CC 9-([4-[1-cyclopropyl-4-(trifluoromethyl)imidazol-2-yl]phenyl]methyl)-2-(4-ethyl-6-methoxypyrimidin-5-yl)-7H-purin-8-one